(R or S)-1-(5-(4-amino-6-(trifluoromethyl)nicotinoyl)-2-benzyl-2,3,4,5,5a,6,8,9-octahydro-7H-1,2,5,7-tetraazabenzo[cd]azulen-7-yl)prop-2-en-1-one NC1=CC(=NC=C1C(=O)N1CCC=2N(N=C3CCN(C[C@H]1C23)C(C=C)=O)CC2=CC=CC=C2)C(F)(F)F |o1:20|